C1(=CC=CC=2C3=CC=CC=C3CC12)COC(=O)N1CCCCC1 N-fluorenylmethoxycarbonyl-piperidine